C1(=CC=CC=C1)N1N=C2C(=C1NC(=O)N[C@@H]1CN(C[C@H]1C=1C=NC=CC1)CC(F)(F)F)CCC2 1-(2-phenyl-2,4,5,6-tetrahydrocyclopenta[c]pyrazol-3-yl)-3-((trans)-4-(pyridin-3-yl)-1-(2,2,2-trifluoroethyl)pyrrolidin-3-yl)urea